BrC=1NC2=CC=C(C=C2C1CC(=O)N1[C@@H]2C=C[C@H](C1)C2CC)OC 2-(2-bromo-5-methoxy-1H-indol-3-yl)-1-((1R,4S)-7-ethyl-2-azabicyclo[2.2.1]hept-5-en-2-yl)ethan-1-one